2-((6-(cyclopropylmethoxy)-2-((1r,4r)-4-hydroxycyclohexyl)-2H-indazol-5-yl)carbamoyl)-6-methylpyridine 1-oxide C1(CC1)COC=1C(=CC2=CN(N=C2C1)C1CCC(CC1)O)NC(=O)C1=[N+](C(=CC=C1)C)[O-]